(S)-2-Amino-6-(dimethylamino)hexanoic acid N[C@H](C(=O)O)CCCCN(C)C